COC(CCCC[C@@H](CCCl)Cl)=O (S)-6,8-dichlorooctanoic acid methyl ester